5-(1-(tert-Butoxycarbonyl)-4-hydroxypiperidin-4-yl)thiazole-4-carboxylic acid C(C)(C)(C)OC(=O)N1CCC(CC1)(O)C1=C(N=CS1)C(=O)O